ClC1=C(C(=CC=C1)Cl)C=1N=C2C=3C=C(C=NC3C=CN2C1CO)C=1C=NN(C1)[C@@H]1CN(CC1)C(=O)N1CCOCC1 (S)-(3-(4-(2-(2,6-Dichlorophenyl)-3-(hydroxymethyl)imidazo[2,1-f][1,6]naphthyridin-9-yl)-1H-pyrazol-1-yl)pyrrolidin-1-yl)(morpholino)methanone